tert-Butyl (3R)-3-[(1S)-1-[(3-amino-5-fluoro-phenyl)methyl]-2-tert-butoxy-2-oxo-ethyl]pyrrolidine-1-carboxylate NC=1C=C(C=C(C1)F)C[C@H](C(=O)OC(C)(C)C)[C@@H]1CN(CC1)C(=O)OC(C)(C)C